(R)-4-(7-(1,4-dimethyl-1H-pyrazol-5-yl)-3-((4-methoxyphenylmethyl)oxy)isothiazolo[4,5-b]pyridin-5-yl)-3-methylmorpholine CN1N=CC(=C1C1=C2C(=NC(=C1)N1[C@@H](COCC1)C)C(=NS2)OCC2=CC=C(C=C2)OC)C